C(C(C)C)C1NC(CN2C1=NC1=CC=CC=C1C2=O)=O 1-isobutyl-1,2-dihydro-6H-pyrazino[2,1-b]quinazoline-3,6(4H)-dione